Methyl-12-((2-(1-(N-(2-(dinonylamino)ethyl)-N-nonylglycyl)piperidin-3-yl)ethyl)(tetradecyl)amino)dodecanoate COC(CCCCCCCCCCCN(CCCCCCCCCCCCCC)CCC1CN(CCC1)C(CN(CCCCCCCCC)CCN(CCCCCCCCC)CCCCCCCCC)=O)=O